C1(CC1)C1=CC2=C(N(C(=C2)CO)CC2CC2)S1 (2-cyclopropyl-6-(cyclopropylmethyl)-6H-thieno[2,3-b]pyrrol-5-yl)methanol